[Ru].NC1=CC=C(C(=O)O)C=C1 4-aminobenzoic acid ruthenium